(S)-2,2-dimethylcyclopropaneformamide CC1([C@H](C1)C(=O)N)C